4-(3-acetyl-6-(N-(1-methylcyclopropyl)sulfamoyl)imidazo[1,2-a]pyridin-8-yl)-N,N-dimethylpiperazine-1-carboxamide C(C)(=O)C1=CN=C2N1C=C(C=C2N2CCN(CC2)C(=O)N(C)C)S(NC2(CC2)C)(=O)=O